(R) or (S)-2-((S)-1-(2-ethyl-6-(1-methyl-5-(((methyl(propyl)carbamoyl)oxy)methyl)-1H-1,2,3-triazol-4-yl)pyridin-3-yl)pyrrolidin-3-yl)butanoic acid C(C)C1=NC(=CC=C1N1C[C@@H](CC1)[C@H](C(=O)O)CC)C=1N=NN(C1COC(N(CCC)C)=O)C |o1:13|